P(=O)(OC(C)CCCC)(OC(C)CCCC)OC(C)CCCC tri-(2-hexyl) phosphate